tert-Butyl ((1-((3-((5-ethyl-2-(2-((methoxycarbonyl)amino)ethoxy)phenyl)sulfonamido)-4-methoxybenzo[d]isoxazol-6-yl)methyl)-1H-pyrazol-4-yl)methyl)carbamate C(C)C=1C=CC(=C(C1)S(=O)(=O)NC1=NOC2=C1C(=CC(=C2)CN2N=CC(=C2)CNC(OC(C)(C)C)=O)OC)OCCNC(=O)OC